C1(=CC(=CC=C1)N1C([C@@H]2N(CCN(C2)C#N)CC1)=O)C1=CC=CC=C1 (R)-8-([1,1'-biphenyl]-3-yl)-9-oxooctahydro-2H-pyrazino[1,2-a]pyrazine-2-carbonitrile